(3-(((5-(1H-pyrazol-1-yl)pyrazin-2-yl)oxy)methyl)bicyclo[1.1.1]pentan-1-yl)(5-(2,5-difluoro-4-methylphenyl)-4,5-dihydro-1H-pyrazol-1-yl)methanone N1(N=CC=C1)C=1N=CC(=NC1)OCC12CC(C1)(C2)C(=O)N2N=CCC2C2=C(C=C(C(=C2)F)C)F